E-11-tetradecenol C(CCCCCCCCC\C=C\CC)O